[K+].C(C1=CC=CC=C1)OCC(C(=O)[O-])Cl 3-benzyloxy-2-chloropropionate potassium salt